2-[(4-propan-2-ylphenyl)meth-ylamino]-5-propyl-4H-[1,2,4]-triazolo[1,5-a]pyrimidin-7-one CC(C)C1=CC=C(C=C1)CNC1=NN2C(NC(=CC2=O)CCC)=N1